tert-Butyl 4-[2-[(E)-hydroxyiminomethyl]benzo[e][1,3]benzothiazol-7-yl]oxypiperidine-1-carboxylate O\N=C\C=1SC2=C(N1)C1=C(C=C2)C=C(C=C1)OC1CCN(CC1)C(=O)OC(C)(C)C